COC1=CC(=CC2=C1OC(CO2)C=2C=NC(=CC2)OC)CC2=CN=C1N2C=CC=C1 3-((8-methoxy-2-(6-methoxypyridin-3-yl)-2,3-dihydrobenzo[b][1,4]dioxin-6-yl)methyl)imidazo[1,2-a]pyridine